2-Hydroxy-4-((2R)-1-((pentafluorophenyl)sulfonyl)-N-(4-(tetrahydrofuran-3-yl)benzyl)pyrrolidine-2-carboxamido)benzoic acid OC1=C(C(=O)O)C=CC(=C1)N(C(=O)[C@@H]1N(CCC1)S(=O)(=O)C1=C(C(=C(C(=C1F)F)F)F)F)CC1=CC=C(C=C1)C1COCC1